tert-butyl 4-[5-[6-[2-cyano-3-(cyclopentylsulfonylamino)-6-fluoro-phenoxy]-4-oxo-quinazolin-3-yl]pyrimidin-2-yl]piperazine-1-carboxylate C(#N)C1=C(OC=2C=C3C(N(C=NC3=CC2)C=2C=NC(=NC2)N2CCN(CC2)C(=O)OC(C)(C)C)=O)C(=CC=C1NS(=O)(=O)C1CCCC1)F